C(C)OC(C)C1=CC=CC=2NC(=NC21)COC2=CC=C(C=C2)C=CC(=O)C2=C(C=C(C(=O)O)C=C2)O 4-[3-[4-[[4-(1-Ethoxyethyl)-1H-benzimidazol-2-yl]methoxy]phenyl]prop-2-enoyl]-3-hydroxybenzoic acid